(2-(benzo[c][1,2,5]oxadiazol-5-ylmethoxy)-5-chloro-4-((2-chloro-[1,1'-biphenyl]-3-yl)methoxy)benzyl)-L-leucyl-D-leucine N=1ON=C2C1C=CC(=C2)COC2=C(CN[C@@H](CC(C)C)C(=O)N[C@H](CC(C)C)C(=O)O)C=C(C(=C2)OCC=2C(=C(C=CC2)C2=CC=CC=C2)Cl)Cl